1-menthyl methyl ether COC1(CCC(CC1)C(C)C)C